C1(=CC=CC=C1)[Si](C1=CC=C(C=C1)C1=CC(=CC=C1)C=1N=C(C(=NC1)C1=CC=CC=C1)C1=CC=CC=C1)(C1=CC=C(C=C1)B1OC(C(O1)(C)C)(C)C)C1=CC=CC=C1 5-(4'-(diphenyl(4-(4,4,5,5-tetramethyl-1,3,2-dioxaborolan-2-yl)phenyl)silyl)-[1,1'-biphenyl]-3-yl)-2,3-diphenylpyrazine